3-phenylimidazo[1,2-a]pyridine C1(=CC=CC=C1)C1=CN=C2N1C=CC=C2